9-(1-(methylsulfonyl)azetidin-3-yl)-2-morpholino-9H-purine CS(=O)(=O)N1CC(C1)N1C2=NC(=NC=C2N=C1)N1CCOCC1